OC1=CC(N(C=2N(C(N(C(C21)=O)C)=O)C)C)=O 5-hydroxy-1,3,8-trimethylpyrido[2,3-d]pyrimidine-2,4,7(1H,3H,8H)-trione